[Na].FC1=C(C(=C(C=C1)I)C1CCC(CC1)OC1(CC1)C)C 1-fluoro-4-iodo-2-methyl-3-((1r,4r)-4-(1-methylcyclopropoxy)-cyclohexyl)benzene sodium